C(C1=CC=CC=C1)OC(=O)N[C@@H](C(C)C)C(=O)O (E)-N-benzyloxycarbonyl-L-valine